(R)-10-((6-oxo-4-phenylpyrimidin-1(6H)-yl)methyl)-7-azaspiro[4.5]decane-7-carboxylic acid tert-butyl ester C(C)(C)(C)OC(=O)N1CC2(CCCC2)[C@@H](CC1)CN1C=NC(=CC1=O)C1=CC=CC=C1